OC(CN1C(=CN2C1=NC(=C(C2=O)C=2C=NN(C2)CC(C(F)(F)F)(F)F)C(F)(F)F)C)(C)C 1-(2-hydroxy-2-methylpropyl)-2-methyl-6-[1-(2,2,3,3,3-pentafluoropropyl)-1H-pyrazol-4-yl]-7-(trifluoromethyl)-1H,5H-imidazo[1,2-a]pyrimidin-5-one